C(C(O)CC(=O)[O-])(=O)OCCCCC monopentyl malate